((S)-3-hydroxypyrrolidin-1-yl)pyrido[4,3-d]pyrimidin O[C@@H]1CN(CC1)C=1N=CC2=C(N1)C=CN=C2